6-(1-methyl-1H-pyrazolo[4,3-b]pyridin-6-yl)-N-(1-phenylethyl)quinazolin-4-amine CN1N=CC2=NC=C(C=C21)C=2C=C1C(=NC=NC1=CC2)NC(C)C2=CC=CC=C2